3,4-dihydroxy-3-cyclobutene-1,2-dione, dilithium salt [Li].[Li].OC=1C(C(C1O)=O)=O